7-[(2S)-1,4-dioxan-2-ylmethyl]-2-(2-methylpyrimidin-4-yl)-1h,5h,6h,7h-pyrrolo[3,2-c]Pyridin-4-one O1[C@H](COCC1)CC1C2=C(C(NC1)=O)C=C(N2)C2=NC(=NC=C2)C